N-(1-(Oxetan-3-yl)piperidin-4-yl)-3-((4-oxo-7-(5-(trifluoromethyl)-1H-pyrazol-4-yl)quinazolin-3(4H)-yl)methyl)benzamide O1CC(C1)N1CCC(CC1)NC(C1=CC(=CC=C1)CN1C=NC2=CC(=CC=C2C1=O)C=1C=NNC1C(F)(F)F)=O